2-(3-amino-2-pyridyl)-2,2-difluoro-acetic acid NC=1C(=NC=CC1)C(C(=O)O)(F)F